3,6-dibromo-9,9-dihexyl-2,7-dimethoxy-9H-fluorene BrC=1C(=CC=2C(C3=CC(=C(C=C3C2C1)Br)OC)(CCCCCC)CCCCCC)OC